FC1=CC=C(C=C1)N1N=C(C=C1CC1=NC=C(C=C1)F)C#N 1-(4-fluorophenyl)-5-[(5-fluoro-2-pyridyl)methyl]pyrazole-3-carbonitrile